2-((2-((4-(4-(5-aminoadamantan-2-yl)piperazin-1-yl)-2-methoxyphenyl)amino)-5-(trifluoromethyl)pyrimidin-4-yl)amino)-N,3-dimethylbenzamide NC12CC3C(C(CC(C1)C3)C2)N2CCN(CC2)C2=CC(=C(C=C2)NC2=NC=C(C(=N2)NC2=C(C(=O)NC)C=CC=C2C)C(F)(F)F)OC